ClC1=CC=C(OC=2C=C(CNC3CCN(CC3)C(=O)N3N=C(C=C3)C(=O)O)C=CC2)C=C1 1-(4-((3-(4-chlorophenoxy)benzyl)amino)piperidine-1-carbonyl)-1H-pyrazole-3-carboxylic acid